benzyl {[6-(2-aminoethyl)-1-{[2-(trimethylsilyl)ethoxy]methyl}-1H-benzimidazol-2-yl]methyl}carbamate NCCC=1C=CC2=C(N(C(=N2)CNC(OCC2=CC=CC=C2)=O)COCC[Si](C)(C)C)C1